1-methyl-1H-pyrazolo[3,4-b]Pyridin-3-amine CN1N=C(C=2C1=NC=CC2)N